CC(=C(CCCCCCCCCCCCCCCCCCCCC)C)CCCCCCCC dimethylhentriacont-22-en